CC(C)N1S(NC2=C(C1=O)C=CC=C2)(=O)=O.[Na] sodium 3-(1-methylethyl)-1H-2,1,3-benzothiadiazin-4(3H)-one 2,2-dioxide